1-[1-[2-Amino-4-(trifluoromethoxy)benzoyl]-4-piperidyl]-6-tetrahydropyran-4-yl-3H-imidazo[4,5-b]pyridin-2-one NC1=C(C(=O)N2CCC(CC2)N2C(NC3=NC=C(C=C32)C3CCOCC3)=O)C=CC(=C1)OC(F)(F)F